C(C)(C)OC1=CC(=NC=C1)NC(=S)NC(C1=CC=CC=C1)=O N-(4-isopropoxypyridin-2-yl-thiocarbamoyl)benzamide